CN(C=1C(C(C1NCC1=CSC=C1)=O)=O)CC1=CC=C(C=C1)C1=NOC(=N1)C(F)(F)F 3-(methyl-(4-(5-(trifluoromethyl)-1,2,4-oxadiazol-3-yl)benzyl)amino)-4-((thien-3-ylmethyl)amino)cyclobut-3-ene-1,2-dione